NC=1C2=C(N=C(N1)Cl)N(C=C2)[C@H]2[C@@H]([C@@H]([C@H](C2)C2=CC(=CC=C2)OC(F)F)O)O (1R,2S,3R,5R)-3-{4-amino-2-chloropyrrolo[2,3-d]pyrimidin-7-yl}-5-[3-(difluoromethoxy)phenyl]cyclopentane-1,2-diol